COC1=CC=C(C=N1)C1=CC(=C(C2=C1OC(O2)(C2CCN(CC2)CC(F)(F)F)C)C)C(=O)NCC=2C(NC(=CC2SC)C)=O 7-(6-methoxypyridin-3-yl)-2,4-dimethyl-N-((6-methyl-4-(methylthio)-2-oxo-1,2-dihydropyridin-3-yl)methyl)-2-(1-(2,2,2-trifluoroethyl)piperidin-4-yl)benzo[d][1,3]dioxol-5-carboxamide